methyl 2-(4-(4-(2-(5-amino-8-(prop-1-yn-1-yl)-3H-[1,2,4]triazolo[5,1-i]purin-3-yl) ethyl) piperazin-1-yl)-3-fluorophenoxy)-2-methylpropionate NC=1N2C(C=3N=CN(C3N1)CCN1CCN(CC1)C1=C(C=C(OC(C(=O)OC)(C)C)C=C1)F)=NC(=N2)C#CC